ClC1=C(C=C(C=C1)N1C[C@]2(C3=NC(=CC=C31)C(=O)N3C(CN(CC3)C3=NC(=C(C(=O)OC)C(=C3)C)C)(C)C)C[C@H](CC2)OC)F methyl 6-(4-((1R,3S)-1'-(4-chloro-3-fluorophenyl)-3-methoxy-1',2'-dihydrospiro[cyclopentane-1,3'-pyrrolo[3,2-b]pyridine]-5'-carbonyl)-3,3-dimethylpiperazin-1-yl)-2,4-dimethylnicotinate